5-(4-fluorophenyl)pentanoic acid FC1=CC=C(C=C1)CCCCC(=O)O